dimethyl-1,1'-azobis(1-cyclohexanecarboxylic acid) CC1CCC(CC1)(C(=O)O)N=NC1(CCC(CC1)C)C(=O)O